Cl.N[C@H](CN1C=2C(C[C@@H](C1)F)=C(SC2C(=O)OC)Br)CO Methyl (S)-1-((R)-2-amino-3-hydroxypropyl)-5-bromo-3-fluoro-1,2,3,4-tetrahydrothieno[3,4-b]pyridine-7-carboxylate Hydrochloride